[C@H]1([C@H](O)[C@@H](O)[C@H](O)[C@H](O1)CO)O[C@H]1[C@H]2O[C@@H]([C@H]([C@@H]1O)O)CO2 1,6-anhydro-2-O-α-D-glucopyranosyl-β-D-glucopyranose